C(#N)C1=NC2=CC(=CC(=C2N=C1C1=CC=C(C=C1)OC)[C@@H](C)NC1=C(C(=O)O)C=CC=C1)C (R)-2-((1-(2-cyano-3-(4-methoxyphenyl)-7-methylquinoxalin-5-yl)ethyl)amino)benzoic acid